O=C1NC(CCC1N1C(N(C2=C1C=CC(=C2)NC2=CC=C(C(=O)O)C=C2)C)=O)=O 4-[[1-(2,6-dioxo-3-piperidyl)-3-methyl-2-oxo-benzimidazol-5-yl]amino]benzoic acid